ClC1=C2C=CC=NC2=C(C(=C1)C(C=1C=NC=CC1)NC(CN1C[C@H]([C@H](C1)F)NC(OC(C)(C)C)=O)=O)O tert-butyl ((3R,4S)-1-(2-(((5-chloro-8-hydroxyquinolin-7-yl)(pyridin-3-yl)methyl)amino)-2-oxoethyl)-4-fluoropyrrolidin-3-yl)carbamate